2-chloro-4-(3-(methylsulfonyl)phenyl)-6,7-dihydro-5H-cyclopenta[d]pyrimidine ClC=1N=C(C2=C(N1)CCC2)C2=CC(=CC=C2)S(=O)(=O)C